6-[(7S)-2-{3-[4-(1-Methyl-1H-1,2,3-triazol-5-yl)phenyl]-1H-pyrazolo[3,4-b]pyridin-5-yl}-6,7,8,9-tetrahydro-5H-benzo[7]annulen-7-yl]-3-oxa-6-azabicyclo[3.1.1]heptane CN1N=NC=C1C1=CC=C(C=C1)C1=NNC2=NC=C(C=C21)C=2C=CC1=C(CC[C@H](CC1)N1C3COCC1C3)C2